5,10-di-(vinyl)-5,10-dihydrophenazine C(=C)N1C=2C=CC=CC2N(C2=CC=CC=C12)C=C